2-PROPANAMINE CC(C)N